5-(chloromethyl)-2-furancarboxaldehyde ClCC1=CC=C(O1)C=O